4-(2-chloro-5-methylpyrimidin-4-yl)-1H-imidazole-2-carboxylic acid methyl ester COC(=O)C=1NC=C(N1)C1=NC(=NC=C1C)Cl